CN(C1=CC=C(C=C1)C)CCO N-Methyl-N-hydroxyethyl-p-toluidin